tert-Butyl 4-(3-(trifluoromethyl)pyridin-2-yl)piperidine-1-carboxylate FC(C=1C(=NC=CC1)C1CCN(CC1)C(=O)OC(C)(C)C)(F)F